C(C)(C)(C)OC(NC[C@H](C)OC1=C(C(=C(C=C1)F)Br)CNCC)=O (S)-(2-(3-bromo-2-((ethylamino)methyl)-4-fluorophenoxy)propyl)carbamic acid tert-butyl ester